5-Chloro-2-isopropyl-4-methoxy-benzyl-N2-phenyl-pyrimidine-2,4-diamine ClC=1C(=CC(=C(CC=2C(=NC(=NC2)NC2=CC=CC=C2)N)C1)C(C)C)OC